(R)-ethyl 3-(5-(1-aminoisoquinolin-7-yl)-3-((2-(2-ethoxy-2-oxoethyl)phenoxy)methyl)-1H-indazol-1-yl)pyrrolidine-1-carboxylate NC1=NC=CC2=CC=C(C=C12)C=1C=C2C(=NN(C2=CC1)[C@H]1CN(CC1)C(=O)OCC)COC1=C(C=CC=C1)CC(=O)OCC